Methyl (R)-4-(5-(3-(1-((5-bromo-1-methyl-1H-imidazol-2-yl)methyl)pyrrolidin-3-yl)-2-oxo-2,3-dihydro-1H-imidazo[4,5-b]pyridin-1-yl)pyridin-2-yl)benzoate BrC1=CN=C(N1C)CN1C[C@@H](CC1)N1C(N(C=2C1=NC=CC2)C=2C=CC(=NC2)C2=CC=C(C(=O)OC)C=C2)=O